17-[5-[(3R)-3-aminopiperidine-1-carbonyl]-7-methoxy-1-methyl-benzoimidazol-2-yl]-11-(trifluoromethyl)-1,10,19-triazatricyclo[10.5.2.015,18]nonadec-12(19),13,15(18),16-tetraen-9-one N[C@H]1CN(CCC1)C(=O)C1=CC2=C(N(C(=N2)C2=CC=3C=CC=4C(NC(CCCCCCCN2C3N4)=O)C(F)(F)F)C)C(=C1)OC